2-((2-((2-phenyl-7-((tetrahydro-2H-pyran-4-yl)amino)-1H-indol-5-yl)methoxy)ethyl)amino)ethane-1-ol C1(=CC=CC=C1)C=1NC2=C(C=C(C=C2C1)COCCNCCO)NC1CCOCC1